CN1CCN(CC1)C1=CC=C(C=C1)NC=1N=CC=2S(N(C3=C(C2N1)C=CC(=C3)C(=O)N)CCC)(=O)=O 2-{[4-(4-methylpiperazin-1-yl)phenyl]amino}-6-propyl-6H-pyrimido[5,4-c][2,1]benzothiazine-8-carboxamide 5,5-dioxide